FC1=C(C(=C(C(=C1F)F)F)CO)S(=O)(=O)N(CC1=CC=C(C=C1)OC)C1=CC(=C(C=C1)OC)F 2,3,4,5-tetrafluoro-N-(3-fluoro-4-methoxyphenyl)-6-(hydroxymethyl)-N-(4-methoxybenzyl)benzenesulfonamide